(Boc)-L-phenylalanine C(=O)(OC(C)(C)C)N[C@@H](CC1=CC=CC=C1)C(=O)O